C1(=CC=CC=C1)C1(COC1)CCO (R)-2-(3-phenyloxetan-3-yl)ethanol